4-trifluoromethyl-4-hydroxy-1,6-heptadiene FC(C(CC=C)(CC=C)O)(F)F